C(C)(C)(C)OC(=O)N1CCN(CC1)C1=NC=C(C=N1)C#N 4-(5-cyanopyrimidin-2-yl)piperazine-1-carboxylic acid tert-butyl ester